(1R,2S,5R)-2-carbamoyl-7-oxo-1,6-diazabicyclo[3.2.1]oct-6-yl 1H-imidazole-1-sulfonate N1(C=NC=C1)S(=O)(=O)ON1[C@@H]2CC[C@H](N(C1=O)C2)C(N)=O